(cis-1-(hydroxymethyl)-3-methyl-6-azabicyclo[3.1.1]hept-6-yl)(pyridin-2-yl)methanone OCC12CC(CC(N1C(=O)C1=NC=CC=C1)C2)C